Triethyltrimellitat C(C)C=1C(=C(C(=C(C1C(=O)[O-])C(=O)[O-])CC)C(=O)[O-])CC